CC(C(C(=O)N)N1C(N(CC1)C)=O)C 3-methyl-2-(3-methyl-2-oxo-imidazolidin-1-yl)butanamide